rac-5-chloro-2-(4,4-difluoro-3-methylpiperidine-1-yl)pyrimidin-4-ol calcium D-pantothenate C(CCNC([C@@H](O)C(C)(C)CO)=O)(=O)[O-].[Ca+2].ClC=1C(=NC(=NC1)N1C[C@H](C(CC1)(F)F)C)O.C(CCNC([C@@H](O)C(C)(C)CO)=O)(=O)[O-] |&1:25|